1-{imidazo[1,5-a]pyridin-1-yl}methylamine hydrochloride Cl.C=1(N=CN2C1C=CC=C2)CN